3-[2-[(2S)-2-methylazetidin-1-yl]-6,7-dihydro-5H-cyclopenta[d]pyrimidin-4-yl]benzaldehyde C[C@@H]1N(CC1)C=1N=C(C2=C(N1)CCC2)C=2C=C(C=O)C=CC2